(2,4,6-trifluorobenzyl)3,4,5,6,8,10-hexahydro-2H-1,7-methanopyrido[1,2-b][1,2,5]triazecine FC1=C(CC2CCCCN3CC=4N(N2C3)C=CCC4)C(=CC(=C1)F)F